N1N=CC2=CC=C(C=C12)C1=CC=C2C(=N1)C=C(N2)C(=O)N2CCCCC2 (5-(1H-indazol-6-yl)-1H-pyrrolo[3,2-b]pyridin-2-yl)(piperidin-1-yl)methanone